ethyl 3-(6-(((3S,4S)-1-(tert-butoxycarbonyl)-4-fluoropiperidin-3-yl)amino)-5-fluoropyridin-2-yl)-6-cyclopropyl-7-methoxyimidazo[1,2-b]pyridazine-2-carboxylate C(C)(C)(C)OC(=O)N1C[C@@H]([C@H](CC1)F)NC1=C(C=CC(=N1)C1=C(N=C2N1N=C(C(=C2)OC)C2CC2)C(=O)OCC)F